copper (II) bis(8-hydroxyquinoline) OC=1C=CC=C2C=CC=NC12.OC=1C=CC=C2C=CC=NC12.[Cu+2]